5-methoxy-N-((1s,4s)-4-((7-morpholino-[1,2,4]triazolo[1,5-c]pyrimidin-5-yl)oxy)cyclohexyl)pyrazin-2-amine COC=1N=CC(=NC1)NC1CCC(CC1)OC1=NC(=CC=2N1N=CN2)N2CCOCC2